di(2-propylheptyl) malate C(C(O)CC(=O)OCC(CCCCC)CCC)(=O)OCC(CCCCC)CCC